Dimethylhafnium [2',2'''-(4-(trifluoromethyl)pyridine-2,6-diyl)bis(3-((3r,5r,7r)-adamantan-1-yl)-5-(tert-butyl)-4'-isopropyl-[1,1'-biphenyl]-2-olate)] FC(C1=CC(=NC(=C1)C1=C(C=CC(=C1)C(C)C)C=1C(=C(C=C(C1)C(C)(C)C)C12CC3CC(CC(C1)C3)C2)[O-])C2=C(C=CC(=C2)C(C)C)C=2C(=C(C=C(C2)C(C)(C)C)C23CC1CC(CC(C2)C1)C3)[O-])(F)F.C[Hf+2]C